BrC(CO)(CO)[N+](=O)[O-] 2-bromo-2-nitro-1,3-propylene glycol